The molecule is a methoxysalicylic acid that is salicylic acid which is carrying a methoxy group at position 5. It has a role as a bacterial metabolite and a human urinary metabolite. COC1=CC(=C(C=C1)O)C(=O)O